tert-butyl (R)-ethyl(1-(3-(4,4,5,5-tetramethyl-1,3,2-dioxaborolan-2-yl)phenyl)ethyl)carbamate C(C)N(C(OC(C)(C)C)=O)[C@H](C)C1=CC(=CC=C1)B1OC(C(O1)(C)C)(C)C